BrC1=C2C(=NC(=C1)NC(C)(C)C)C=C(S2)C2=CC=CC=C2 7-bromo-N-(tert-butyl)-2-phenylthieno[3,2-b]pyridin-5-amine